(phenyl)[di(biphenylyl)triazinyl]Dibenzofuran C1(=CC=CC=C1)C1=C(C2=C(OC3=C2C=CC=C3)C=C1)C1=NN=NC(=C1C1=C(C=CC=C1)C1=CC=CC=C1)C1=C(C=CC=C1)C1=CC=CC=C1